[Zr].CCC(CC(=O)OOC(C)C)=O.CCC(CC(=O)OOC(C)C)=O bis(isopropoxy) bis(methylacetoacetate) zirconium